C1(=CC=CC=C1)C1(C2=CC=CC=C2C=2C=CC(=CC12)NC1=CC=2C(C3=CC=CC=C3C2C=C1)(C1=CC=CC=C1)C1=CC=CC=C1)C1=CC=CC=C1 Bis(9,9-diphenyl-9H-fluoren-2-yl)amine